C1(CCCC1)(O)O Cyclopentandiol